C(N)(=O)C1(CCNCC1)C(=O)NCC(=O)OC Methyl (4-carbamoylpiperidine-4-carbonyl)glycinate